Triazolo[1,5-a]Quinoline-4-carboxylic acid ethyl ester C(C)OC(=O)C=1C=2N(C3=CC=CC=C3C1)N=NC2